(S)-(-)-1-phenylethyl alcohol C[C@@H](C1=CC=CC=C1)O